2-(2-amino-6-((4'-dimethylamino-[1,1'-biphenyl]-4-yl)amino)-9H-purin-9-yl)-N-(1-ethyl-3-methyl-1H-pyrazol-5-yl)acetamide NC1=NC(=C2N=CN(C2=N1)CC(=O)NC1=CC(=NN1CC)C)NC1=CC=C(C=C1)C1=CC=C(C=C1)N(C)C